1,5,5,8-tetramethyl-12-oxabicyclo[9.1.0]dodeca-3,7-diene CC12CC=CC(CC=C(CCC2O1)C)(C)C